C(C)(C)(C)OC(=O)NC1CC(C1)[C@H]1N(C[C@H](CC1)C)C(C(=O)NC=1C=C(C(=NC1)NC(OC(C)(C)C)=O)C)=O tert-butyl N-[5-[[2-[(2S,5S)-2-[3-(tert-butoxycarbonylamino)cyclobutyl]-5-methyl-1-piperidyl]-2-oxo-acetyl]amino]-3-methyl-2-pyridyl]carbamate